Methyl 5-(4-(2,2-difluoroethyl)piperazin-2-yl)-1,2,3,4-tetrahydroquinoline-8-carboxylate FC(CN1CC(NCC1)C1=C2CCCNC2=C(C=C1)C(=O)OC)F